2-((4-(2-(4-chlorophenoxy)acetyl)-2-cyclopropylpiperazin-1-yl)methyl)-3-(4-fluoro-2-isopropoxy-5-(trifluoromethyl)phenyl)quinazolin-4(3H)-one ClC1=CC=C(OCC(=O)N2CC(N(CC2)CC2=NC3=CC=CC=C3C(N2C2=C(C=C(C(=C2)C(F)(F)F)F)OC(C)C)=O)C2CC2)C=C1